CNC=1C2=C(N=C(N1)NC1CCC(CC1)C(=O)N1CCCC1)NC=C2C2=NC=1N(C=C2)N=CC1 ((1r,4r)-4-((4-(methylamino)-5-(pyrazolo[1,5-a]pyrimidin-5-yl)-7H-pyrrolo[2,3-d]pyrimidin-2-yl)amino)cyclohexyl)(pyrrolidin-1-yl)methanone